3-(morpholine-4-yl)propanamide N1(CCOCC1)CCC(=O)N